N1=CC=CC=2N(C=3C=CC=CC3C21)CC2=CC(=C(CP(O)(O)=O)C=C2)OC (4-((5H-pyrido[3,2-b]indol-5-yl)methyl)-2-methoxybenzyl)phosphonic acid